[Br-].FCC[N+]1=CC=C(C=C1)C 1-(2-Fluoroethyl)-4-methylpyridin-1-ium bromide